6-Bromo-2-fluoro-3-methoxy-benzoic Acid BrC1=CC=C(C(=C1C(=O)O)F)OC